4-butyl-N-(2-(dimethylamino)propyl)-3-(4-fluorophenyl)-5-methyl-1-phenyl-4,5-dihydro-1H-pyrazole-5-carboxamide C(CCC)C1C(=NN(C1(C(=O)NCC(C)N(C)C)C)C1=CC=CC=C1)C1=CC=C(C=C1)F